N1N=CC2=CC(=CC=C12)CN1CCCCC1 1-((1H-indazol-5-yl)methyl)piperidin